ClC1=C(C=CC=C1)C=1N=C(SC1)C=1C(=NC=C(C1)N1CCC(CC1)CO)C(=O)N (4-(2-chlorophenyl)thiazol-2-yl)-5-(4-(hydroxymethyl)piperidin-1-yl)picolinamide